CN(CCC(=O)O)C 3-Dimethylaminopropionic acid